FC(C(=O)O)(F)F.N1CC(C1)CC=1C=CC(=NC1)C1=C2CCN(C2=CC=C1)C=1C=C(C=2N(N1)C(=CN2)C(=O)N[C@H]2[C@H](C2)F)NC 6-(4-(5-(azetidin-3-ylmethyl)pyridin-2-yl)indolin-1-yl)-N-((1R,2S)-2-fluorocyclopropyl)-8-(methylamino)imidazo[1,2-b]pyridazine-3-carboxamide 2,2,2-trifluoroacetate